The molecule is a monocarboxylic acid anion that is the conjugate base of pentalenolactone F, obtained by deprotonation of the carboxy group; major species at pH 7.3. It is a conjugate base of a pentalenolactone F. CC1(C[C@H]2C=C([C@H]3[C@]2(C1)[C@@]4(CO4)C(=O)OC3)C(=O)[O-])C